O[C@@]1(C[C@H]([C@@H](CC1)NC(OC(C)(C)C)=O)NC(OC(C)(C)C)=O)C1=CC(=CC=C1)C(F)(F)F |r| rac-di-tert-butyl ((1R,2R,4S)-4-hydroxy-4-(3-(trifluoromethyl)phenyl)cyclohexane-1,2-diyl)dicarbamate